C(C)(=O)OC(C1=CC=C(C=C1)OC)=O p-anisoyl acetate